C(#N)C(C(=O)NC([O-])=O)=NNC1=CC(=C(C(=C1)Cl)OC1=CN(C(C=C1)=O)C(C)C)Cl 2-cyano-2-(2-(3,5-dichloro-4-((1-isopropyl-6-oxo-1,6-dihydropyridine-3-yl)oxy)phenyl)hydrazono)acetylcarbamate